4-((8-methoxy-2-(6-methoxypyridin-3-yl)-2,3-dihydrobenzo[b][1,4]dioxin-6-yl)methyl)-1H-pyrrolo[2,3-b]pyridine COC1=CC(=CC2=C1OC(CO2)C=2C=NC(=CC2)OC)CC2=C1C(=NC=C2)NC=C1